C(CC)P([O-])([O-])=O n-propylphosphonat